3,15,27-triamino-7,19,31-trihydroxy-10,22,34-trimethyl-1,13,25-trioxa-7,19,31-triaza-cyclohexatriaconta-9,21,33-triene NC1COCCC(=CCN(CCCC(COCCC(=CCN(CCCC(COCCC(=CCN(CCC1)O)C)N)O)C)N)O)C